BrC=1C=2N(C(=C(N1)C)Br)N=CC2 4,7-dibromo-6-methyl-pyrazolo[1,5-a]pyrazine